ClCC1=C(C=C(C=C1)C(F)(F)F)NS(=O)(=O)C1=CC=C(C=C1)C N-(2-(chloromethyl)-5-trifluoromethylphenyl)-4-methylbenzenesulfonamide